COC=1C=C(C=CC1OC)C=1NC2=CC=C(C=C2C1C(C)C)C=1C=NC(=CC1C)N1CCNCC1 2-(3,4-dimethoxyphenyl)-3-isopropyl-5-(4-methyl-6-(piperazin-1-yl)pyridin-3-yl)-1H-indole